3-(trans-4-{[3-(difluoromethoxy)-1H-pyrazolo[3,4-b]pyridin-5-yl]amino}cyclohexyl)-1-[5-(trifluoromethyl)-3-pyridinyl]-2,4-imidazolidinedione FC(OC1=NNC2=NC=C(C=C21)N[C@@H]2CC[C@H](CC2)N2C(N(CC2=O)C=2C=NC=C(C2)C(F)(F)F)=O)F